4-(((tert-Butyldimethylsilyl)oxy)methyl)-3-fluoroaniline [Si](C)(C)(C(C)(C)C)OCC1=C(C=C(N)C=C1)F